(2R,3R,4S,5R)-2-(2-Chloro-6-((4-ethynylbenzyl)(propyl)amino)-9H-purin-9-yl)-5-(hydroxymethyl)tetrahydrofuran-3,4-diol ClC1=NC(=C2N=CN(C2=N1)[C@@H]1O[C@@H]([C@H]([C@H]1O)O)CO)N(CCC)CC1=CC=C(C=C1)C#C